FC(N1C(=NC2=C1C=CC(=C2)C#CC2=C1C=C(N=CC1=C(N=C2)NC)C2(CC2)C(=O)N)C)F (5-((1-(difluoromethyl)-2-methyl-1H-benzo[d]imidazol-5-yl)ethynyl)-8-(methylamino)-2,7-naphthyridin-3-yl)cyclopropanecarboxamide